COC1(C=CC(O1)=O)OC1CC(CCC1C(C)C)C 5-methoxy-5-menthoxy-2(5H)-furanone